[Si](C)(C)(C(C)(C)C)O[C@@H]([C@@H](C(=O)N)N1C(C2(C1)CCC(CC2)O[Si](C)(C)C(C)(C)C)=O)C (2S,3R)-3-((tert-butyldimethylsilyl)oxy)-2-(7-((tert-butyldimethylsilyl)oxy)-1-oxo-2-azaspiro[3.5]nonan-2-yl)butanamide